COC1=C(C=C(C(=C1)CCCCC)OC)CC(C)NCC1=C(C=CC=C1)OC 1-(2,5-dimethoxy-4-pentylphenyl)-N-(2-methoxybenzyl)propan-2-amine